FC(CNC1=CC2=C(C(N(N=C2C(C)C)CC(=O)O)=O)S1)F [2-(2,2-difluoroethylamino)-4-isopropyl-7-oxo-thieno[2,3-d]pyridazin-6-yl]acetic acid